1-(1-(3-bromo-2,6-difluorophenyl)-3-methyl-1H-1,2,4-triazol-5-yl)-N-methylmethanamine BrC=1C(=C(C(=CC1)F)N1N=C(N=C1CNC)C)F